NC=1C=C(C=C(C1)C(F)F)C(C)NC1=NC(=NC2=CC(=C(C=C12)OC)C(=O)N1CCOCC1)C (4-((1-(3-amino-5-(difluoromethyl)phenyl)ethyl)amino)-6-methoxy-2-methylquinazolin-7-yl)(morpholino)methanone